4-[2-chloro-4-[4-(cyclopropylmethoxy)-6-methyl-pyrimidin-2-yl]-6-fluoro-phenoxy]butanoic acid ClC1=C(OCCCC(=O)O)C(=CC(=C1)C1=NC(=CC(=N1)OCC1CC1)C)F